CC1=NC(=CC(=N1)NC1=NN2C(C=C(C=C2)C=2N(N=CC2OC[C@@H]2N(CCC2)C)C)=C1)C N-(2,6-dimethylpyrimidin-4-yl)-5-[2-methyl-4-[[(2R)-1-methylpyrrolidin-2-yl]methoxy]pyrazol-3-yl]pyrazolo[1,5-a]pyridin-2-amine